C1(CC1)C(COCCOC1CCN(CC1)C(=O)OC(C)(C)C)OC1=C(C=C(C=C1)S(=O)(=O)CC)C=1C2=C(C(N(C1)C)=O)NC=C2 tert-butyl 4-[2-[2-cyclopropyl-2-[4-ethylsulfonyl-2-(6-methyl-7-oxo-1H-pyrrolo[2,3-c]pyridin-4-yl) phenoxy]ethoxy]ethoxy]piperidine-1-carboxylate